N-[6-bromo-3-(2-chloro-5-fluorophenyl)-1-oxo-2,3-dihydro-1H-benzo[e]isoindol-4-yl]-5-fluoro-3-(trifluoromethyl)benzamide BrC1=CC=CC=2C=3C(NC(C3C(=CC21)NC(C2=CC(=CC(=C2)F)C(F)(F)F)=O)C2=C(C=CC(=C2)F)Cl)=O